1-[(8aS)-6-Chloro-5-(2,3-dimethyl-2H-indazol-7-yl)-8a,9,11,12-tetrahydropyrazino[2',1':3,4][1,4]oxazepino[5,6,7-de]quinazolin-10(8H)-yl]prop-2-en-1-one ClC1=C2C3=C(N=CN=C3C=C1C1=CC=CC3=C(N(N=C13)C)C)N1[C@H](CO2)CN(CC1)C(C=C)=O